C(C)(C)(C)OC(=O)N1CCC(=CC1)C=1C=2N(C(=NC1)NCC1=C(C=CC3=C1CCO3)F)C=C(N2)C(=O)OCC ethyl 8-(1-(tert-butoxycarbonyl)-1,2,3,6-tetrahydropyridin-4-yl)-5-(((5-fluoro-2,3-dihydrobenzofuran-4-yl)methyl)amino)imidazo[1,2-c]pyrimidine-2-carboxylate